2-(bis(1-methyl-1H-indol-3-yl)methyl)-1H-benzo[d]imidazole CN1C=C(C2=CC=CC=C12)C(C1=NC2=C(N1)C=CC=C2)C2=CN(C1=CC=CC=C21)C